ClC(CN(C)C)C1=CC(=C(C=C1)Cl)Cl 2-chloro-2-(3,4-dichlorophenyl)-N,N-dimethylethane-1-amine